ClC=1C(=CC(=C(OC=2C(=NC(=NC2)NC(CCS(=O)(=O)CC)C)N)C1)C(C)C)OC 5-(5-Chloro-2-isopropyl-4-methoxy-phenoxy)-N2-(3-ethanesulfonyl-1-methyl-propyl)-pyrimidine-2,4-diamine